2-(1-(Tert-butoxycarbonyl)-1,2,5,6-tetrahydropyridin-3-yl)-7-(2-ethyl-6-methylpyridin-3-yl)-3-fluoro-1H-indole-5-carboxylic acid C(C)(C)(C)OC(=O)N1CC(=CCC1)C=1NC2=C(C=C(C=C2C1F)C(=O)O)C=1C(=NC(=CC1)C)CC